ClC1=CC=C(C=C1)C1=C(CCC(C1)C(F)(F)F)C=O 2-(4-chlorophenyl)-4-(trifluoromethyl)cyclohex-1-ene-1-carbaldehyde